2-hydroxy-N-(isoquinolin-4-yl)-5-(trifluoromethyl)benzamide OC1=C(C(=O)NC2=CN=CC3=CC=CC=C23)C=C(C=C1)C(F)(F)F